CN1[C@H](CCC1)C=CC(=O)N 3-((R)-1-methylpyrrolidin-2-yl)acrylamid